4-methoxy-1-(((S)-oxetane-2-yl)methylmethyl)-1H-benzo[d]imidazole-6-carboxylic acid COC1=CC(=CC=2N(C=NC21)CC[C@@H]2OCC2)C(=O)O